C(C)(C)(C)C=1C=C(OC2=NS(C3=C2C=CC=C3)(=O)=O)C=CC1 3-(3-(tert-butyl)phenoxy)benzo[d]isothiazole 1,1-dioxide